ClC1=C(C=C(C=2C(=C3N(C12)CCN(C3)C(=O)C3CN(CCO3)C)C=3C=NNC3)OCC#N)Cl 2-((6,7-Dichloro-2-(4-methylmorpholine-2-carbonyl)-10-(1H-pyrazol-4-yl)-1,2,3,4-tetrahydropyrazino[1,2-a]indol-9-yl)oxy)acetonitrile